N-((R)-3,3-difluoro-1-(oxetan-3-yl)piperidin-4-yl)-4-methoxy-5-(1-((S)-1,1,1-trifluoropropan-2-yl)-1H-benzo[d][1,2,3]triazol-6-yl)pyrrolo[2,1-f][1,2,4]triazin-2-amine FC1(CN(CC[C@H]1NC1=NN2C(C(=N1)OC)=C(C=C2)C=2C=CC1=C(N(N=N1)[C@H](C(F)(F)F)C)C2)C2COC2)F